C(C)(C)(C)N(C(=O)O[C@H](C)C1=CC2=C(N=C(N=C2)NC2=NC=C(C=C2)OC2CCNCC2)C(=N1)N1CCCCC1)CCNC=1OC2=C(N1)C=CC=C2Br (1R)-1-[8-piperidin-1-yl-2-[(5-piperidin-4-yloxypyridin-2-yl)amino]pyrido[3,4-d]pyrimidin-6-yl]ethanol tert-butyl-(2-((7-bromobenzo[d]oxazol-2-yl)amino)ethyl)carbamate